C(C)(C)(C)C1=C(C=C(C=N1)C=1N=C2SCC(CN2C(C1C#N)=N)C)F 8-(6-(tert-butyl)-5-fluoropyridin-3-yl)-6-imino-3-methyl-3,4-dihydro-2H,6H-pyrimido[2,1-b][1,3]thiazine-7-carbonitrile